2-thiaspiro[3.3]heptan-6-amine C1SCC12CC(C2)N